(R)-3-((1-ethylpiperidin-3-yl)amino)-6-(4-hydroxy-2,3-dihydrobenzofuran-5-yl)-4-methyl-1,2,4-triazine-5(4H)-one C(C)N1C[C@@H](CCC1)NC1=NN=C(C(N1C)=O)C=1C=CC2=C(CCO2)C1O